C(=O)C=1C(=C(C=C(C1)C=O)B(O)O)OCCC 3,5-diformyl-2-propoxyphenylboronic acid